COC1=C(C(=O)O)C=C(C=C1)C 2-methoxy-5-methylbenzoic acid